(1S,4S)-tert-butyl 5-(4-((methoxycarbonyl)amino)phenyl)-2,5-diazabicyclo[2.2.1]heptane-2-carboxylate COC(=O)NC1=CC=C(C=C1)N1[C@@H]2CN([C@H](C1)C2)C(=O)OC(C)(C)C